N-(2,3-dihydro-1H-inden-4-yl)-5-fluoro-1H-pyrazolo[3,4-b]pyridin-6-amine C1CCC2=C(C=CC=C12)NC1=C(C=C2C(=N1)NN=C2)F